C(C)N1C=NC2=C1N=NC=C2C=2C=CC(=C(C2)C2=CC1=C(N=C(O1)N1CCOCC1)C=C2OC)F 6-(5-(7-Ethyl-7H-imidazo[4,5-c]pyridazin-4-yl)-2-fluorophenyl)-5-methoxy-2-morpholinobenzo[d]oxazole